4-(4-bromo-3-(tert-butoxycarbonyl)phenyl)-3,6-dihydropyridine-1(2H)-carboxylic acid benzyl ester C(C1=CC=CC=C1)OC(=O)N1CCC(=CC1)C1=CC(=C(C=C1)Br)C(=O)OC(C)(C)C